3-methyl-imidazole-4-carbonyl chloride CN1C=NC=C1C(=O)Cl